benzyl (3S)-4-[[(3S)-1-[[1-[2-(2,6-dioxo-3-piperidinyl)-1,3-dioxo-isoindolin-5-yl]-4-piperidinyl] methyl] pyrrolidin-3-yl] methyl]-3-methyl-piperazine-1-carboxylate O=C1NC(CCC1N1C(C2=CC=C(C=C2C1=O)N1CCC(CC1)CN1C[C@H](CC1)CN1[C@H](CN(CC1)C(=O)OCC1=CC=CC=C1)C)=O)=O